C(#N)C1=CC=C(C=C1)S(=O)(=O)N1CC=C(CC1)C=1C=C(C=NC1)O 5-(1-((4-cyanophenyl)sulfonyl)-1,2,5,6-tetrahydropyridin-4-yl)-3-hydroxy-pyridine